2-fluoro(2,2-dideuterio)ethyl 2-{[6-(cyclopropylmethoxy)-5-(3-methoxyazetidin-1-yl)pyridine-2-carbonyl]amino}-2-ethylbutanoate C1(CC1)COC1=C(C=CC(=N1)C(=O)NC(C(=O)OCC([2H])([2H])F)(CC)CC)N1CC(C1)OC